N-ETHYLMALEIMID C(C)N1C(C=CC1=O)=O